BrC=1C(=NC(=CC1)C)C 3-bromo-2,6-lutidine